6-benzyl-4-N-(1H-indazol-6-yl)-2-N-(5-methyl-1H-pyrazol-3-yl)-1,3,5-triazine-2,4-diamine C(C1=CC=CC=C1)C1=NC(=NC(=N1)NC1=NNC(=C1)C)NC1=CC=C2C=NNC2=C1